(E)-4-(4-methylphenyl)-3-buten-2-one CC1=CC=C(C=C1)/C=C/C(C)=O